(6-((2-amino-3-chloropyridin-4-yl)thio)-3-(4-amino-8-azadispiro[2.1.55.23]dodec-8-yl)pyrazin-2-yl)methanol NC1=NC=CC(=C1Cl)SC1=CN=C(C(=N1)CO)N1CCC2(C(C3(CC3)CC2)N)CC1